Europium dicarbide C#[C-].[Eu]